5-methyl-2,3-dihydrobenzo[b][1,4]oxazepin-4(5H)-one hydrochloride Cl.CN1C2=C(OCCC1=O)C=CC=C2